6-(1-cyclopropylpyrazol-4-yl)-2-(difluoromethyl)-4-(p-tolylsulfonyl)-2,3-dihydro-1,4-oxazine C1(CC1)N1N=CC(=C1)C1=CN(CC(O1)C(F)F)S(=O)(=O)C1=CC=C(C=C1)C